C(\C=C\C(=O)O)(=O)O.C(C)(C)(C)N1CCC(C=C1)N1C=CC2=CC(=CC=C12)NC(N)=O 3-(1-(tert-butyl-1,2,3,4-tetrahydropyridin-4-yl)-1H-indol-5-yl)urea fumarate